C(C)(C)(C)OC(=O)N1CC(C1)N1N=NC2=C1C=C1C(=C2F)CC(C1)C(=O)O 3-(1-tert-butoxycarbonylazetidin-3-yl)-8-fluoro-6,7-dihydro-5H-cyclopenta[f]benzotriazole-6-carboxylic acid